COC1=C(C=C(C=C1)OC)/C(=C/C=O)/C#CC(C#CC1=CC=CC=C1)(C1=CC=CC=C1)O (E)-3-(2,5-dimethoxyphenyl)-6-hydroxy-6,8-diphenyloctan-2-en-4,7-diyne-1-al